1-tert-Butyl-3-(5-fluoro-1H-indol-2-yl)pyrazolo[3,4-d]pyrimidin-4-amine C(C)(C)(C)N1N=C(C=2C1=NC=NC2N)C=2NC1=CC=C(C=C1C2)F